sodium behenyl fluorododecyl-sulfonate FCCCCCCCCCCCCS(=O)(=O)OCCCCCCCCCCCCCCCCCCCCCC.[Na]